1-bromo-2-methoxy-4-(prop-1-yn-1-yl)benzene BrC1=C(C=C(C=C1)C#CC)OC